tert-butyl 7-chloro-8-hydroxy-5-oxo-1,5-dihydro-2H-chromeno[3,4-c]pyridine-3(4H)-carboxylate ClC1=C(C=CC2=C1OC(C=1CN(CCC12)C(=O)OC(C)(C)C)=O)O